C(C)OC(CCC(=O)OCC)=O Butanedioic acid diethyl ester